(E)-N-(1-bromo-1-(2-methoxyphenyl)-3-oxo-3-(piperidin-1-yl)prop-1-en-2-yl)-4-nitrobenzamide Br\C(=C(/C(N1CCCCC1)=O)\NC(C1=CC=C(C=C1)[N+](=O)[O-])=O)\C1=C(C=CC=C1)OC